C(CCC)C1=NC2=CC=C(C=C2C(=C1)OC)OCCCCCCN1CCN(CC1)C1=NC=CC=N1 2-butyl-4-methoxy-6-((6-(4-(pyrimidin-2-yl)piperazin-1-yl)hexyl)oxy)quinoline